FC=1C=C(C=C(C1)F)N1N=C(C(=C1)C=O)C=1C=NC(=CC1)F 1-(3,5-difluorophenyl)-3-(6-fluoropyridin-3-yl)-1H-pyrazol-4-carbaldehyde